(S)-N-[(1R)-1-[(1R)-2-[tert-butyl(dimethyl)silyl]oxy-1-(4-chloro-2-methylsulfanyl-pyrimidin-5-yl)-1-methyl-ethyl]-3-methyl-but-3-enyl]-2-methyl-propane-2-sulfinamide [Si](C)(C)(C(C)(C)C)OC[C@](C)(C=1C(=NC(=NC1)SC)Cl)[C@@H](CC(=C)C)N[S@@](=O)C(C)(C)C